C(C)(C)(C)C1=CC(=C(NC2=CC=C(C=C2)CNO)C(=C1)C)C 4-(tert-butyl)-N-(4-((hydroxyamino)methyl)phenyl)-2,6-dimethylaniline